(2R)-2-((4-Chloro-6-(2-(3,4-dimethylphenyl)propyl)-1,3,5-triazin-2-yl)amino)-4-methylpentan-1-ol ClC1=NC(=NC(=N1)CC(C)C1=CC(=C(C=C1)C)C)N[C@@H](CO)CC(C)C